[1,6-naphthyridin-8-yl]cyclopropane-1-carboxamide tert-butyl-(3S)-11-cyano-10-nitro-2,3,5,6-tetrahydro-4H-3,7-methanobenzo[b][1,4,7]oxadiazonine-4-carboxylate C(C)(C)(C)OC(=O)N1CCN2C3=C(OC[C@@H]1C2)C(=C(C=C3)[N+](=O)[O-])C#N.N3=CC=CC2=CN=CC(=C32)C3(CC3)C(=O)N